1-[[2-(difluoromethoxy)pyridin-4-yl]methyl]-3-(5-oxaspiro[3.4]octan-7-yl)urea FC(OC1=NC=CC(=C1)CNC(=O)NC1COC2(CCC2)C1)F